FC1=C(C=O)C=CC(=C1F)OC 2,3-difluoro-4-(methoxyl)benzaldehyde